Ethyl (S)-3-(2'-chloro-5-cyclopropyl-4-fluoro-6'-(hex-5-en-1-yl)-[1,1'-biphenyl]-3-yl)-3-((R)-2-((methylsulfonyl)oxy)pent-4-enamido)propanoate ClC1=C(C(=CC=C1)CCCCC=C)C1=CC(=C(C(=C1)C1CC1)F)[C@H](CC(=O)OCC)NC([C@@H](CC=C)OS(=O)(=O)C)=O